C(CCCCCCCCCCC)C=1N(CCN1)CCO 2-dodecyl-N-hydroxyethyl-imidazoline